FC1=C(C=CC(=C1)CNCC(C)F)C1=NOC=C1 3-(2-fluoro-4-((2-fluoropropylamino)methyl)phenyl)isoxazol